BrC1=C(C(=CC=C1Cl)F)C(=O)N1CCC2(CCN2C)C1 (2-bromo-3-chloro-6-fluoro-phenyl)-(1-methyl-1,7-diazaspiro[3.4]octan-7-yl)methanone